BrC1=CC(=C(O[C@H](C(=O)O)C2CCC2)C=C1)C#C (S)-(4-bromo-2-ethynylphenoxy)cyclobutylacetic acid